1-methyl-1-(2-(thieno[3,2-d]pyrimidine-4-carbonyl)-2-azaspiro[3.3]heptan-6-yl)-3-(4-(trifluoromethyl)pyridin-2-yl)urea CN(C(=O)NC1=NC=CC(=C1)C(F)(F)F)C1CC2(CN(C2)C(=O)C=2C3=C(N=CN2)C=CS3)C1